S1N=C(C2=C1C=CC=C2)N[C@@H](C)C(=O)O 1,2-benzisothiazolinylalanine